C1(CC1)C=1C=C(C=CC1)C1C(C1)C=1C=2N(N=C(C1)C=1C(NC(NC1)=O)=O)C=CN2 5-(8-(2-(3-cyclopropylphenyl)cyclopropyl)imidazo[1,2-b]pyridazin-6-yl)pyrimidine-2,4(1H,3H)-dione